O(C#N)C1=C(C=C(OC2=CC=C(C=C2)S(=O)(=O)C2=CC=C(C=C2)OC2=CC(=C(C=C2)OC#N)CC=C)C=C1)CC=C Bis{4-[4-cyanato-3-(2-propenyl)phenoxy]phenyl}sulfon